5-(4-(3,5-Dimethyl-1H-pyrazol-4-yl)piperazin-1-yl)-2-fluorobenzoic Acid CC1=NNC(=C1N1CCN(CC1)C=1C=CC(=C(C(=O)O)C1)F)C